Dimethyl 3-((4-(((2-((tert-butoxycarbonyl)(methyl)amino)ethyl)(methyl)amino)methyl) phenyl)(methyl)amino)phthalate C(C)(C)(C)OC(=O)N(CCN(C)CC1=CC=C(C=C1)N(C1=C(C(C(=O)OC)=CC=C1)C(=O)OC)C)C